N-(4-fluorophenyl)-N-(1-methylethyl)-2-[[5-(trifluoromethyl)-1,3,4-thiadiazol-2-yl]oxy]acetamide praseodymium lanthanum manganite [Mn](=O)([O-])[O-].[La+3].[Pr+3].FC1=CC=C(C=C1)N(C(COC=1SC(=NN1)C(F)(F)F)=O)C(C)C.[Mn](=O)([O-])[O-].[Mn](=O)([O-])[O-]